2-ethyl-5-(hydroxymethyl)piperazine-1-carboxylate C(C)C1N(CC(NC1)CO)C(=O)[O-]